C(C1=CC=CC=C1)OC(=O)NC1=NC2=C(N1C)C=CC(=C2)C(=O)O (((benzyloxy)carbonyl)amino)-1-methyl-1H-benzo[d]imidazole-5-carboxylic acid